N1N=CC(=C1)N1C=NC2=C1C=CC(=C2)C#CC=2C=C(C(=O)NC1=NC=CC(=C1)C(F)(F)F)C=CC2C 3-((1-(1H-pyrazol-4-yl)-1H-benzo[d]imidazol-5-yl)ethynyl)-4-methyl-N-(4-(trifluoromethyl)pyridin-2-yl)benzamide